OC1=C(C=O)C=C(N=C1OC)OC 3-hydroxy-2,6-dimethoxyisonicotinaldehyde